N-[2-(4-amino-3-methoxy-3-methylpyrrolidin-1-yl)-5,6,7,8-tetrahydroquinolin-6-yl]-5-chloro-7-ethyl-7H-pyrrolo[2,3-c]pyridazine-3-carboxamide NC1C(CN(C1)C1=NC=2CCC(CC2C=C1)NC(=O)C1=CC2=C(N=N1)N(C=C2Cl)CC)(C)OC